4-morpholino-2-[3-(m-tolyl)pyrazol-1-yl]-6-(1H-pyrazol-4-yl)furo[3,2-d]pyrimidine O1CCN(CC1)C=1C2=C(N=C(N1)N1N=C(C=C1)C=1C=C(C=CC1)C)C=C(O2)C=2C=NNC2